CCCCCCC(CCC)C(=O)OC(C)(C)C Tert-butyl decane-7-carboxylate